CC=1C(=C(C=CC1)O)C(C)(C)CC(C)(C)C methyltertiary octylphenol